[Na+].C(CCCCCCCCCCC)(=O)[O-].C(CCCCCCCCCCC)(=O)[O-].C(CCC)[Sn+2]CCCC dibutyltin dilaurate sodium